FC1=CCCCO1 6-fluoro-dihydropyran